2-[2-chloro-3-(2,3-dihydro-1,4-benzodioxin-6-yl)phenyl]-5-(chloromethyl)-6-methoxy-3-methyl-pyridine ClC1=C(C=CC=C1C1=CC2=C(OCCO2)C=C1)C1=NC(=C(C=C1C)CCl)OC